8-(difluoromethyl)-4,5-dihydro-1H-furo[2,3-g]indazole-7-carboxylic acid ethyl ester C(C)OC(=O)C1=C(C2=C(CCC=3C=NNC23)O1)C(F)F